3-bromo-2-cyclopropyl-7-methyl-6,7-dihydro-5H-cyclopenta[b]pyridin-4-amine BrC=1C(=C2C(=NC1C1CC1)C(CC2)C)N